C(C1=CC=CC=C1)C1OCC(O1)CO 2-BENZYL-1,3-DIOXOLANE-4-METHANOL